2-methyl-4,5,6,7-tetrahydroindenyl-tribenzyl-titanium CC=1C(C=2CCCCC2C1)[Ti](CC1=CC=CC=C1)(CC1=CC=CC=C1)CC1=CC=CC=C1